3-ethylpyridino[2,3-d]pyridazine-5,8-diol C(C)C1=CC=2C(=C(N=NC2O)O)N=C1